(2S,4S)-4-Fluoro-1-(toluene-4-sulfonyl)-pyrrolidine-2-carboxylic acid benzofuran-6-ylmethyl-(4,4-difluoro-cyclohexyl)-amide O1C=CC2=C1C=C(C=C2)CN(C(=O)[C@H]2N(C[C@H](C2)F)S(=O)(=O)C2=CC=C(C)C=C2)C2CCC(CC2)(F)F